CC1(OB(OC1(C)C)C=1C=C(C(=CC1)N)N)C 4-(4,4,5,5-tetramethyl-1,3,2-dioxaborolan-2-yl)benzene-1,2-diamine